C(N)(=O)C1=C(C(=CC(=C1)Cl)C)NC(=O)C=1N(N=C(C1)CN1N=C(N=N1)C1=CC(=CC=C1)C(F)(F)F)C1=NC=CC=C1Cl N-(2-carbamoyl-4-chloro-6-methyl-phenyl)-2-(3-chloro-2-pyridyl)-5-[[5-[3-(trifluoromethyl)phenyl]tetrazol-2-yl]methyl]pyrazole-3-carboxamide